N(=C=S)CCC 1-isothiocyanatopropane